N1(CCNCC1)CC=1N2C(SC1)=NC(=C2)C2=C(C=CC=C2)NC(=O)C2=NC1=CC=CC=C1N=C2 N-[2-[3-(piperazin-1-ylmethyl)imidazo[2,1-b][1,3]thiazol-6-yl]phenyl]quinoxaline-2-carboxamide